BrC=1C=CC(=NC1)OC1CC(C1)OCC#CCN1CC(CCC1)OC1CN(C1)C(=O)OC(C)(C)C tert-Butyl 3-[[1-[4-[3-[(5-bromo-2-pyridyl)oxy]cyclobutoxy]but-2-ynyl]-3-piperidyl]oxy]azetidine-1-carboxylate